4,6-bis(2-ureidoethyl)-1,3,5-triazine N(C(=O)N)CCC1=NC=NC(=N1)CCNC(=O)N